(S)-2-((R)-3-methyl-1-((S)-3-phenyl-2-(pyrazine-2-carboxamido)propanamido)butyl)-4-(2-(methylamino)-2-oxoethyl)-6-oxo-1,3,2-dioxaborinane-4-carboxylic acid CC(C[C@H](NC([C@H](CC1=CC=CC=C1)NC(=O)C1=NC=CN=C1)=O)B1OC(C[C@](O1)(C(=O)O)CC(=O)NC)=O)C